N-(1-cyanopyrrolidin-3-yl)-6-(2-(pyridin-3-yl)pyrrolidin-1-yl)nicotinamide C(#N)N1CC(CC1)NC(C1=CN=C(C=C1)N1C(CCC1)C=1C=NC=CC1)=O